N-(4-fluorophenyl)-3-methyl-5-oxo-1-phenyl-4,5-dihydro-1H-pyrazole-4-carboxamide FC1=CC=C(C=C1)NC(=O)C1C(=NN(C1=O)C1=CC=CC=C1)C